FC=1C=2N(C=CC1C1=NC(=CN=C1)C=1C=NN(C1)C(CC)C1=CC=C(C=C1)F)N=C(N2)N 8-fluoro-7-(6-(1-(1-(4-fluorophenyl)propyl)-1H-pyrazol-4-yl)-pyrazin-2-yl)-[1,2,4]-triazolo[1,5-a]pyridin-2-amine